NC1=C(C=C(C=C1)C=1C=NC=CC1)NC(C1=CC=C(C=C1)S(=O)(=N)C1CC1)=O N-[2-amino-5-(3-pyridyl)phenyl]-4-(cyclopropylsulfonimidoyl)benzamide